N-(3-(4-fluoropiperidin-1-yl)propyl)-2-(m-tolyl)benzo[d]imidazo[2,1-b]thiazole-7-carboxamide FC1CCN(CC1)CCCNC(=O)C1=CC2=C(N3C(S2)=NC(=C3)C=3C=C(C=CC3)C)C=C1